FC1(CC(C1)C(N1C[C@@H](N(C[C@H]1C)C=1C=2N=CN(C2N2C(N1)=NN=C2)C[C@H]2OCCC2)C)C2=CC(=C(C=C2)C(F)F)F)F 4-((2S,5R)-4-((3,3-Difluorocyclobutyl)(4-(difluoromethyl)-3-fluorophenyl)methyl)-2,5-dimethylpiperazin-1-yl)-1-(((S)-tetrahydrofuran-2-yl)methyl)-1H-[1,2,4]triazolo[3,4-b]purine